4,4'-(naphthalene-1,5-diyl)bis(3-(trifluoromethyl)aniline) C1(=CC=CC2=C(C=CC=C12)C1=C(C=C(N)C=C1)C(F)(F)F)C1=C(C=C(N)C=C1)C(F)(F)F